C12CNCC(CC1)N2C2=CC(=NC=C2)CCCOCCO 2-[3-(4-[3,8-diazabicyclo[3.2.1]octan-8-yl]pyridin-2-yl)propoxy]ethan-1-ol